[Kr].[Xe].[Ar] argon xenon krypton